COC(=O)[C@@H]1CC[C@@H](CC1)C(=O)O cis-cyclohexane-1,4-dicarboxylic acid monomethyl ester